C[Si](C)(C)C1=NN(C=N1)C trimethylsilyl-1-methyl-1H-[1,2,4]triazole